BrC=1C=C2C(C(N(C(C2=CC1)=O)CC(=O)NC1=NC=C(C=N1)F)=O)(C(F)(F)F)C 2-[6-bromo-4-methyl-1,3-dioxo-4-(trifluoromethyl)isoquinolin-2-yl]-N-(5-fluoropyrimidin-2-yl)acetamide